C(C)OC(=O)C1(C(NC=C(C1)Br)=C=O)C(=O)O (E)-3-carboxyl-5-bromo-2-carbonyl-1,2-dihydropyridine-3-carboxylic acid ethyl ester